(4R,5R)-2-(fluoromethyl)-5-((R)-5H-imidazo[5,1-a]isoindol-5-yl)-4,5,6,7-tetrahydropyrazolo[1,5-a]pyridin-4-ol FCC1=NN2C([C@@H]([C@H](CC2)[C@H]2N3C(C4=CC=CC=C24)=CN=C3)O)=C1